NC1=CC2=C(C=N1)C(=NN2C2=C(C=CC(=C2)SC)OC(F)F)C 6-amino-1-(2-(difluoromethoxy)-5-(methylthio)phenyl)-3-methyl-1H-pyrazolo[4,3-c]Pyridine